N1C=C(C=2C1=NC=CC2)CN2C[C@@H](CC2)OC=2C=C1CN(C(C1=CC2)=O)C2C(NC(CC2)=O)=O 3-(5-(((R)-1-((1H-pyrrolo[2,3-b]pyridin-3-yl)methyl)pyrrolidin-3-yl)oxy)-1-oxoisoindolin-2-yl)piperidine-2,6-dione